C(CCCC)C(CO)CCCCCCC 2-amyl-1-nonanol